4-(difluoromethyl)-α,α-difluoro-phenylacetic acid FC(C1=CC=C(C=C1)C(C(=O)O)(F)F)F